8-methyl-2-[phenyl(2H2)methyl]-N-[(2S)-tetrahydrofuran-2-ylmethyl]-4,5-dihydro-2H-furo[2,3-g]indazole-7-carboxamide CC1=C(OC=2CCC3=CN(N=C3C21)C([2H])([2H])C2=CC=CC=C2)C(=O)NC[C@H]2OCCC2